OC1=C(C=CC=C1)C1=CC(=CN=N1)N1CCC(CC1)(C(=O)O)C1=NOC(=C1)C 1-[6-(2-hydroxyphenyl)pyridazin-4-yl]-4-(5-methyl-isoxazol-3-yl)piperidine-4-carboxylic acid